ethyl (2R,3S)-2-(4-aminophenyl)-1-(2-fluoro-6-methylbenzoyl)piperidine-3-carboxylate NC1=CC=C(C=C1)[C@@H]1N(CCC[C@@H]1C(=O)OCC)C(C1=C(C=CC=C1C)F)=O